tert-butyl 2-[[(4S)-2-[(3-bromo-2-chloro-phenyl)carbamoyl]-4,5,6,7-tetrahydropyrazolo[1,5-a]pyridin-4-yl]amino]acetate BrC=1C(=C(C=CC1)NC(=O)C1=NN2C([C@H](CCC2)NCC(=O)OC(C)(C)C)=C1)Cl